BrC1=C(C=C(C(=O)N2CC3=C(C(N(C=4N3N=CC4CC#C)C4=CC=C(C(=O)NC)C=C4)=O)C[C@@H]2C)C=C1)C(F)(F)F (S)-4-(8-(4-bromo-3-(trifluoromethyl)benzoyl)-7-methyl-5-oxo-3-(prop-2-yn-1-yl)-6,7,8,9-tetrahydropyrazolo[1,5-a]pyrido[4,3-e]pyrimidin-4(5H)-yl)-N-methylbenzamide